C(=O)O.FC(OC1=C(C=C(C=C1)NC1=NC=C(C(=N1)NC=1C=CC2=C(NC(O2)=O)C1)C)CF)F 5-(2-(4-(difluoromethoxy)-3-(fluoromethyl)phenylamino)-5-methylpyrimidin-4-ylamino)benzo[d]oxazol-2(3H)-one formate salt